C(C1=CC=CC=C1)N1CCC(CC1)(C(=O)N)C1CC1 1-Benzyl-4-cyclopropylpiperidine-4-carboxamide